1-(4-((1R,2S)-6-methyl-2-phenyl-1,2,3,4-tetrahydronaphthalen-1-yl)phenyl)piperidine-4-carbaldehyde CC=1C=C2CC[C@@H]([C@@H](C2=CC1)C1=CC=C(C=C1)N1CCC(CC1)C=O)C1=CC=CC=C1